C1(=CC(=CC=C1)C[C@@H]1N(CC2(CC2)[C@@H]1N(S(N)(=O)=O)C)C(=O)[C@@H]1OCC1)C1=CC=CC=C1 N-((6S,7S)-6-([1,1'-biphenyl]-3-ylmethyl)-5-((R)-oxetane-2-carbonyl)-5-azaspiro[2.4]heptan-7-yl)-N-methylsulfuric diamide